CC=1N(C=CC1)CC1=C(C=NC=C1)F methyl-1-((3-fluoropyridin-4-yl)methyl)-1H-pyrrole